P(=O)(OC1=C2C(=C(NC2=C(C(=C1[2H])[2H])[2H])[2H])C(C([2H])([2H])N(C([2H])([2H])[2H])C([2H])([2H])[2H])([2H])[2H])(O)O 3-(2-(bis(methyl-d3)amino)ethyl-1,1,2,2-d4)-1H-indol-4-yl-2,5,6,7-d4 dihydrogen phosphate